N[C@H]1C[C@H](C1)NC(OC(C)(C)C)=O cis-tert-butyl (3-aminocyclobutyl)carbamate